N-(1-(2,6-Difluoro-4-methoxyphenyl)-4-(2-azaspiro[3.3]heptan-6-yl)-1H-imidazol-2-yl)-4-(difluoromethoxy)benzamide FC1=C(C(=CC(=C1)OC)F)N1C(=NC(=C1)C1CC2(CNC2)C1)NC(C1=CC=C(C=C1)OC(F)F)=O